tert-butyl ((3S,4R)-4-fluoropyrrolidin-3-yl)carbamate F[C@H]1[C@H](CNC1)NC(OC(C)(C)C)=O